(5R)-5-methylpiperazin-2-one C[C@H]1NCC(NC1)=O